diindium trioxide [O-2].[O-2].[O-2].[In+3].[In+3]